(2R)-2-(6-{5-Chloro-2-[(oxan-4-yl)amino]pyrimidin-4-yl}-1-oxo-2,3-dihydro-1H-isoindol-2-yl)-N-[(1S)-1-(3-fluoro-5-methoxyphenyl)-2-hydroxyethyl]propanamid ClC=1C(=NC(=NC1)NC1CCOCC1)C1=CC=C2CN(C(C2=C1)=O)[C@@H](C(=O)N[C@H](CO)C1=CC(=CC(=C1)OC)F)C